OC1=CC(=NC=2N1N=C(N2)SC)C 7-hydroxy-5-methyl-2-methylthio-s-triazolo[1,5-a]pyrimidine